CC(C#N)(C)C1CCN(CC1)N1C=NC=2C1=C1C(=NC2)N(C=C1)S(=O)(=O)C1=CC=C(C)C=C1 2-methyl-2-(1-(6-p-toluenesulfonylimidazo[4,5-d]pyrrolo[2,3-b]pyridin-1(6H)-yl)piperidin-4-yl)propionitrile